Boc-S-methyl-isothiourea hemisulphate S(=O)(=O)(O)O.C(=O)(OC(C)(C)C)NC(SC)=N.C(=O)(OC(C)(C)C)NC(SC)=N